tert-butyl (S)-4-(6-cyclopropyl-1-(2-isopropyl-4-methylpyridin-3-yl)-2-oxo-7-phenyl-1,2-dihydropyrido[2,3-d]pyrimidin-4-yl)-3-methylpiperazine-1-carboxylate C1(CC1)C1=CC2=C(N(C(N=C2N2[C@H](CN(CC2)C(=O)OC(C)(C)C)C)=O)C=2C(=NC=CC2C)C(C)C)N=C1C1=CC=CC=C1